[Si](C)(C)(C(C)(C)C)OC1=C(C=CC=C1OC)C(C(C#C)O)CCCC 4-((tert-Butyldimethylsilyloxy)-3-methoxyphenyl)oct-1-yn-3-ol